(3S,4S)-1-(3-(2-decanamido-3-(hexylamino)-3-oxopropyl)-4-oxo-3,4-dihydroquinazoline-6-carbonyl)-N3,N4-bis((1S,2R)-2-phenylcyclopropyl)pyrrolidine-3,4-dicarboxamide C(CCCCCCCCC)(=O)NC(CN1C=NC2=CC=C(C=C2C1=O)C(=O)N1C[C@H]([C@@H](C1)C(=O)N[C@@H]1[C@H](C1)C1=CC=CC=C1)C(=O)N[C@@H]1[C@H](C1)C1=CC=CC=C1)C(=O)NCCCCCC